2-(3-fluorophenyl)butanoic acid FC=1C=C(C=CC1)C(C(=O)O)CC